[Cl-].C1(=C(C(=CC(=C1)C)C)[N+]1=CN2C(C=CC=C2C2=C(C=C(C=C2C)C)C)=C1)C 2,5-dimesitylimidazo[1,5-a]pyridin-2-ium chloride